4-fluoro-N-(2-((2-(2-methoxy-7-methylquinoxalin-5-yl)-4-methylbenzo[d]thiazol-6-yl)oxy)ethyl)benzenesulfonamide FC1=CC=C(C=C1)S(=O)(=O)NCCOC1=CC2=C(N=C(S2)C2=C3N=CC(=NC3=CC(=C2)C)OC)C(=C1)C